1-ethyl-3-[[3-(trifluoromethyl)phenyl]methyl]-1,3,8-triazaspiro[4.5]decane-2,4-dione hydrochloride Cl.C(C)N1C(N(C(C12CCNCC2)=O)CC2=CC(=CC=C2)C(F)(F)F)=O